C1(CC1)C1=NC=NC(=C1C1=NN(C2=C1CN(CC2)C=2C=NC(=CC2)C=2N(C=C(N2)C(F)(F)F)C)C)OC 3-(4-cyclopropyl-6-methoxypyrimidin-5-yl)-1-methyl-5-(6-(1-methyl-4-(trifluoromethyl)-1H-imidazol-2-yl)pyridin-3-yl)-4,5,6,7-tetrahydro-1H-pyrazolo[4,3-c]pyridine